N-{5-[3-methyl-1-(4-methyl-1,2,4-triazol-3-yl)cyclobutyl]pyridin-3-yl}-1,1-diphenylmethanimine CC1CC(C1)(C1=NN=CN1C)C=1C=C(C=NC1)N=C(C1=CC=CC=C1)C1=CC=CC=C1